FC(CN1C2=C(C=3C=CC=CC13)N=C(N=C2)C(=O)O)(F)F 5-(2,2,2-trifluoroethyl)pyrimido[5,4-b]indole-2-carboxylic acid